C(C)N1C[C@@H](CCC1)NC1=NN=C(C2=CC=C(C=C12)C)C1=C(C=C(C=C1)S(=O)(=O)C)O 2-[4-[[(3R)-1-ethyl-3-piperidyl]amino]-6-methyl-phthalazin-1-yl]-5-methylsulfonyl-phenol